4-ethoxy-1,1,1-trifluorobutan C(C)OCCCC(F)(F)F